tert-butyl ((2r,3aR,5r,6aS)-5-(6-chloro-1H-indazol-4-yl)-5-hydroxyoctahydropentalen-2-yl)carbamate ClC1=CC(=C2C=NNC2=C1)C1(C[C@H]2CC(C[C@H]2C1)NC(OC(C)(C)C)=O)O